C(C)(C)(C)N1C(=NC2=C1C=C(C(=C2)F)OC(F)F)NC(CC(C)(C)C2CC2)=O N-(1-(tert-butyl)-6-(difluoromethoxy)-5-fluoro-1H-benzo[d]imidazol-2-yl)-3-cyclopropyl-3-methylbutanamide